[2-({[3-fluoro-1-(3-fluoro(2-pyridyl))cyclobutyl]methyl}amino)-5-phenylpyrimidin-4-yl]dimethylamine FC1CC(C1)(C1=NC=CC=C1F)CNC1=NC=C(C(=N1)N(C)C)C1=CC=CC=C1